CC(C)NC1=CC=C(C=C1)NC2=CC=CC=C2 N-isopropyl-N'-phenylbenzene-1,4-diamine